1-(4-aminobutyl)-3-(3-(2-oxo-oxazolidin-3-yl)phenyl)urea hydrochloride Cl.NCCCCNC(=O)NC1=CC(=CC=C1)N1C(OCC1)=O